N-(1-methylethylidene)-3-methyl-(dimethoxysilyl)-1-propylamine CC(C)=NCCC(C)[SiH](OC)OC